(5-(6-cyanoquinolin-4-yl)thiophen-2-ylsulfanyl)-2-methylpropanoic acid C(#N)C=1C=C2C(=CC=NC2=CC1)C1=CC=C(S1)SC(C(=O)O)(C)C